(S)-2-((9-((S)-4-(Difluoromethyl)-2-oxooxazolidin-3-yl)-5,6-dihydroimidazo[1,2-d]thieno[2,3-f][1,4]oxazepin-2-yl)oxy)propanamide FC([C@H]1N(C(OC1)=O)C=1N=C2N(CCOC3=C2SC(=C3)O[C@H](C(=O)N)C)C1)F